Cl.C(C)C=1C=C2CC(CC2=CC1CC)NC[C@H](O)C1=C2C=CC(NC2=C(C=C1)OCC1=CC=CC=C1)=O (R)-5-[2-(5,6-diethylindan-2-ylamino)-1-hydroxyethyl]-8-benzyloxy-1H-quinolin-2-one hydrochloride